C(C)(C)(C)OC(=O)NC(C(=O)O)CC1=CC=CC=C1 2-[(Tert-Butoxycarbonyl)amino]-3-phenylpropionic acid